NC1=NC=2C=NC(=CC2C2=C1COC2)C(=O)N2C(COCC2)C2=CC=C(C=C2)C(F)(F)F (4-amino-1,3-dihydrofuro[3,4-c][1,7]naphthyridin-8-yl)(3-(4-(trifluoromethyl)phenyl)morpholino)methanone